1,2-dithiine S1SC=CC=C1